CC1=CC=C(N1)C(=O)OC(=O)C=1NC(=CC1)C 5-methyl-1H-pyrrole-2-carboxylic anhydride